C(CCCCCCC)C(COCCOCCOCCOCCO)O n-octyl-pentaethylene glycol